2-[4-[8-[4-[4-[(2S,4R)-4-ethyl-4-hydroxy-pyrrolidine-2-carbonyl]piperazine-1-carbonyl]-3-methyl-anilino]imidazo[1,2-a]pyrazin-3-yl]-2,3-difluoro-phenoxy]acetonitrile formate C(=O)O.C(C)[C@]1(C[C@H](NC1)C(=O)N1CCN(CC1)C(=O)C1=C(C=C(NC=2C=3N(C=CN2)C(=CN3)C3=C(C(=C(OCC#N)C=C3)F)F)C=C1)C)O